C(C)OC(=O)C=1C=NN2C1N=C(C=C2)N2[C@H](C[C@@H](C2)F)C2=C(C=CC(=C2)F)F 5-((2R,4S)-2-(2,5-difluorophenyl)-4-fluoropyrrolidin-1-yl)pyrazolo[1,5-a]pyrimidine-3-carboxylic acid ethyl ester